tert-Butyl N-{1-[3-cyano-5-(2,3-dichlorophenyl)-6-methylpyrazin-2-yl]-4-methylpiperidin-4-yl}carbamate C(#N)C=1C(=NC(=C(N1)C1=C(C(=CC=C1)Cl)Cl)C)N1CCC(CC1)(C)NC(OC(C)(C)C)=O